3-(4-(4-(4-Chloro-3-(trifluoromethyl)phenyl)piperidin-1-yl)-3-methyl-2-oxo-2,3-dihydro-1H-benzo[d]imidazol-1-yl)-1-(4-methoxybenzyl)piperidine-2,6-dione ClC1=C(C=C(C=C1)C1CCN(CC1)C1=CC=CC=2N(C(N(C21)C)=O)C2C(N(C(CC2)=O)CC2=CC=C(C=C2)OC)=O)C(F)(F)F